1,1'-(6-((2-(2-((6-chlorohexyl)oxy)ethoxy)ethyl)carbamoyl)-2-diazo-3-oxo-2,3-dihydrospiro[indene-1,9'-xanthene]-3',6'-diyl)bis(N-methylazetidine-3-carboxamide) ClCCCCCCOCCOCCNC(=O)C1=CC=C2C(C(C3(C4=CC=C(C=C4OC=4C=C(C=CC34)N3CC(C3)C(=O)NC)N3CC(C3)C(=O)NC)C2=C1)=[N+]=[N-])=O